NC=1NC(C=2N(C(N(C2N1)[C@@H]1O[C@@H]([C@@H]([C@H]1O)O)CO)=O)CC#CCO)=O 2-Amino-9-((2R,3R,4R,5R)-3,4-dihydroxy-5-(hydroxymethyl)tetrahydrofuran-2-yl)-7-(4-hydroxybut-2-yn-1-yl)-7,9-dihydro-1H-purine-6,8-dion